OC=1C=C(C=CC1O)NC(=O)C=1OC2=CC=CC(=C2C(C1)=O)O N-(3,4-dihydroxyphenyl)-5-hydroxy-4-oxo-4H-chromen-2-carboxamide